Cyanomethyl β-(4-azidophenyl)propanoate N(=[N+]=[N-])C1=CC=C(C=C1)CCC(=O)OCC#N